ClC1=NC=C(C(=C1)N(CCO)C)[N+](=O)[O-] 2-((2-chloro-5-nitropyridin-4-yl)(methyl)amino)ethan-1-ol